3-(4-methyl-3-oxopiperazin-1-yl)propanamide CN1C(CN(CC1)CCC(=O)N)=O